N-benzyl-2-[cyano-(2,6-difluoro-4-pyridyl)amino]-5-methyl-thiazole-4-carboxamide C(C1=CC=CC=C1)NC(=O)C=1N=C(SC1C)N(C1=CC(=NC(=C1)F)F)C#N